BrC1=CC(=NC=C1)NC(CN1CCOC2(CN(C2)C)C1)=O N-(4-bromopyridin-2-yl)-2-{2-methyl-5-oxa-2,8-diazaspiro[3.5]nonan-8-yl}acetamide